4-methyl-N'-[2-(pyridazin-3-yl)-1-[1-(triphenylmethyl)imidazol-4-yl]ethylidene]benzenesulfonohydrazide CC1=CC=C(C=C1)S(=O)(=O)NN=C(CC=1N=NC=CC1)C=1N=CN(C1)C(C1=CC=CC=C1)(C1=CC=CC=C1)C1=CC=CC=C1